N-methyl-(2-(naphthalen-2-ylethynyl)phenyl)acrylamide tert-butyl-4-((2,2,2-trifluoro-N-(2-(4-fluorophenyl)cyclopropyl)acetamido)methyl)piperidine-1-carboxylate C(C)(C)(C)OC(=O)N1CCC(CC1)CN(C(C(F)(F)F)=O)C1C(C1)C1=CC=C(C=C1)F.CNC(C(=C)C1=C(C=CC=C1)C#CC1=CC2=CC=CC=C2C=C1)=O